C(C(O)CO)C1(O)[C@@H](O)[C@@H](O)[C@H](O)[C@H](O1)CO glyceryl-D-mannopyranose